B([O-])([O-])O.C(C(=O)O)(=O)O.C(C(=O)O)(=O)O.[Cu+2] copper dioxalate borate